(1S)-1-[2-(3-fluoro-1-methylpyrazol-4-yl)ethynyl]-N-(1-methylcyclopropyl)-4-[(1-methylpyrazol-4-yl)(2H2)methyl]-5-oxo-1H,2H-imidazo[1,2-a]quinazoline-7-sulfonamide FC1=NN(C=C1C#C[C@H]1CN=C2N1C1=CC=C(C=C1C(N2C([2H])([2H])C=2C=NN(C2)C)=O)S(=O)(=O)NC2(CC2)C)C